hydroxyethylamino-5-chlorobenzene OCCNC1=CC=CC(=C1)Cl